Cl.F\C(=C/CN)\CN1C=NC2=C1C=C(C=C2C2=CC(=CC=C2)C(F)(F)F)C(F)(F)F (Z)-3-fluoro-4-(6-(trifluoromethyl)-4-(3-(trifluoromethyl)phenyl)-1H-benzo[d]imidazol-1-yl)but-2-en-1-amine Hydrochloride